OCC1C(C(C(C1=O)=O)C(CCCCCCCCCCCCCCC)=O)=O 5-(hydroxymethyl)-3-(1-oxohexadecyl)oxocyclopentane-2,4-dione